O=C1NC(CCC1C1=NN(C2=CC(=CC=C12)N[C@H]1[C@H](CC2(CN(C2)C(=O)OC(C)(C)C)CC1)C(F)(F)F)C)=O tert-butyl (6S,7R)-7-[[3-(2,6-dioxo-3-piperidyl)-1-methyl-indazol-6-yl]amino]-6-(trifluoromethyl)-2-azaspiro[3.5]nonane-2-carboxylate